C1(CC1)C1=C(C=NC2=CC(=CN=C12)C)C(=O)OCC ethyl 4-cyclopropyl-7-methyl-1,5-naphthyridine-3-carboxylate